3-(4-diethylamino-2-ethoxyphenyl)-3-(1-ethyl-2-methyl-3-indolyl)-4-azaphthalide C(C)N(C1=CC(=C(C=C1)C1(OC(=O)C2=CC=CN=C12)C1=C(N(C2=CC=CC=C12)CC)C)OCC)CC